(5'S)-3-{[5-(4-methyl-1H-pyrazol-1-yl)pyrazin-2-yl]methoxy}-5'-(pyrazin-2-yl)tetrahydro-3'H-spiro[cyclobutane-1,2'-pyrrolo[2,1-b][1,3]oxazol]-3'-one CC=1C=NN(C1)C=1N=CC(=NC1)COC1CC2(C(N3C(O2)CC[C@H]3C3=NC=CN=C3)=O)C1